NC(C[C@H]1[C@@H]([C@@H]([C@H](O1)CNC(C[C@H]1[C@@H]([C@@H]([C@H](O1)CNC(CC[C@H](N)C(=O)O)=O)O)O)=O)O)O)=O N5-(((2R,3S,4R,5S)-5-(2-((((2R,3S,4R,5S)-5-(2-amino-2-oxoethyl)-3,4-dihydroxytetrahydrofuran-2-yl)methyl)amino)-2-oxoethyl)-3,4-dihydroxytetrahydrofuran-2-yl)methyl)-L-glutamine